tert-butyl (3-(6-bromopicolinamido)phenyl)carbamate BrC1=CC=CC(=N1)C(=O)NC=1C=C(C=CC1)NC(OC(C)(C)C)=O